Para-tolyl n-octanoate C(CCCCCCC)(=O)OC1=CC=C(C=C1)C